CC1=C(C=CC=2N1C=CN2)C=2C=C1CCC3(CCN(CC3)C(=O)OC(C)(C)C)OC1=CC2 tert-Butyl 6-(5-methylimidazo[1,2-a]pyridin-6-yl)spiro[chromane-2,4'-piperidine]-1'-carboxylate